COC1=CC=CC2=CC=CC(=C12)OC 1,8-dimethoxynaphthalene